CC1=C(C2=CC(=CC=C2C=C1C)C)O 2,3,7-trimethylnaphthalene-1-ol